C(C)(C)CSF perfluoro isopropyl-methyl sulfide